FC(OC1=CC2=C(N=C(O2)C=2C(=C(C=CC2)C2=C(C(=CC=C2)NC=2N=CC=C3C=C(C=NC23)CN2CC(CC2)O)C)C)C=C1CN1[C@@H](CCC1)C(=O)O)F ((6-(difluoromethoxy)-2-(3'-((3-((3-hydroxypyrrolidin-1-yl)methyl)-1,7-naphthyridin-8-yl)amino)-2,2'-dimethyl-[1,1'-biphenyl]-3-yl)benzo[d]oxazol-5-yl)methyl)-L-proline